COC=1C=C(OC2=CC=CC=3C(=C(OC32)C)CN(C(\C=C\C3=CC2=C(NC(CCN2)=O)N=C3)=O)C)C=CC1 (E)-N-((7-(3-methoxyphenoxy)-2-methylbenzofuran-3-yl)methyl)-N-methyl-3-(4-oxo-2,3,4,5-tetrahydro-1H-pyrido[2,3-b][1,4]diazepine-8-Yl)acrylamide